(S)-6-(1-methyl-1H-pyrazol-4-yl)-N-(2-methyl-5-(2-(2-methylpyrrolidin-1-yl)acetamido)pyridin-3-yl)pyrazolo[1,5-a]pyrazine-3-carboxamide CN1N=CC(=C1)C=1N=CC=2N(C1)N=CC2C(=O)NC=2C(=NC=C(C2)NC(CN2[C@H](CCC2)C)=O)C